5,6-difluorobenzotriazol FC1=CC2=C(NN=N2)C=C1F